O=C1NC(CC[C@H]1N1C(C2=CC=CC(=C2C1=O)O[C@@H](C(=O)O)C)=O)=O (R)-2-((2-((R)-2,6-dioxopiperidin-3-yl)-1,3-dioxoisoindolin-4-yl)oxy)propanoic acid